hydrogen sulfite (hydrosulfite) S(=O)(O)S(=O)O.S(=O)(O)O